O[C@H]1[C@H](O[C@@]2([C@@H]([C@H]1N1N=NC(=C1)C1=CC(=C(C(=C1)F)F)F)O)CN(CCC2)C(CC2=CC(=CC=C2)OC)=O)CO 1-((2R,3R,4S,5R,6R)-3,5-dihydroxy-2-(hydroxymethyl)-4-(4-(3,4,5-trifluorophenyl)-1H-1,2,3-triazol-1-yl)-1-oxa-8-azaspiro[5.5]undec-8-yl)-2-(3-methoxyphenyl)ethanone